NC=1C=2N(C3=CC(=CC=C3N1)C(=O)N1[C@@H]3[C@H](CC4(CC4)C1)OC1=C3C=CC(=C1)OC(F)(F)F)C=NC2 (4-aminoimidazo[1,5-a]quinoxalin-8-yl)((4aS,9bS)-7-(trifluoromethoxy)-4a,9b-dihydro-2H-spiro[benzofuro[3,2-b]pyridine-3,1'-cyclopropan]-1(4H)-yl)methanone